5-biphenyl-3-yl-3-[1-(2,6-dichloro-3-fluoro-phenyl)-ethoxy]-pyridin-2-ylamine C1(=CC(=CC=C1)C=1C=C(C(=NC1)N)OC(C)C1=C(C(=CC=C1Cl)F)Cl)C1=CC=CC=C1